COC1=NC=NN2C1=C(C=C2)B2OC(C(O2)(C)C)(C)C 4-Methoxy-5-(4,4,5,5-tetramethyl-1,3,2-dioxaborolan-2-yl)pyrrolo[2,1-f][1,2,4]triazine